1-(2,4-difluorophenyl)-N-(4-(8-ethyl-2-(((3S,5S)-5-fluoropiperidin-3-yl)amino)quinazolin-6-yl)-2-fluorophenyl)methanesulfonamide FC1=C(C=CC(=C1)F)CS(=O)(=O)NC1=C(C=C(C=C1)C=1C=C2C=NC(=NC2=C(C1)CC)N[C@@H]1CNC[C@H](C1)F)F